NC1C(C2=C(N(C1=O)CC)N(N=C2C(=O)N2[C@@H]1C[C@@H]1C[C@H]2C#N)C2CCOCC2)C2CC2 (1R,3S,5R)-2-[5-amino-4-cyclopropyl-7-ethyl-1-(oxan-4-yl)-6-oxo-4H,5H-pyrazolo[3,4-b]pyridine-3-carbonyl]-2-azabicyclo[3.1.0]hexane-3-carbonitrile